F[B-](F)(F)F.ClC[N+]12CCN(CC1)CC2 1-(chloromethyl)-1,4-diazabicyclo[2.2.2]octan-1-ium tetrafluoroborate